CC1=C(C(=CC=C1)C)C1=NC=2NS(C=3C=CC=C(C(N[C@@H](COC(=C1)N2)CC2CC1(C2)CCC1)=O)C3)(=O)=O (11R)-6-(2,6-dimethylphenyl)-2,2-dioxo-11-(spiro[3.3]heptan-2-ylmethyl)-9-oxa-2λ6-thia-3,5,12,19-tetrazatricyclo[12.3.1.14,8]nonadeca-1(18),4(19),5,7,14,16-hexaen-13-one